COC1CC(C1)(C=1C=C2C(NCC2=CC1)=O)CC(=O)OCC Ethyl 2-(3-methoxy-1-(3-oxoisoindolin-5-yl)cyclobutyl)acetate